C1(=CC=C(C=C1)C=1N=C2SC3=C(N2C1)CCCCC3)C 2-(p-Tolyl)-6,7,8,9-tetrahydro-5H-cyclohepta[d]imidazo[2,1-b]thiazole